C(C)(C)(C)OC(NCCCN1CCC(CC1)C(NC1=NN(C2=CC=C(C=C12)Br)C(C1=CC=CC=C1)(C1=CC=CC=C1)C1=CC=CC=C1)=O)=O (3-{4-[(5-Bromo-1-trityl-1H-indazol-3-yl)carbamoyl]piperidin-1-yl}propyl)carbamic acid tert-butyl ester